(6-methoxy-2-naphthyl)boric acid COC=1C=C2C=CC(=CC2=CC1)OB(O)O